3-(4-(4-(4-Chlorophenyl)piperidin-1-yl)-3-fluorophenoxy)piperidine-2,6-dione ClC1=CC=C(C=C1)C1CCN(CC1)C1=C(C=C(OC2C(NC(CC2)=O)=O)C=C1)F